OC=1C=C2CCN(CC2=CC1)C1C(NC(CC1)=O)=O 3-(6-hydroxy-3,4-dihydroisoquinolin-2(1H)-yl)piperidine-2,6-dione